triazacyclotridecyne-11,13-dione C1#CNNNCCCCCC(CC1=O)=O